tert-butyl (6S,7S)-7-[[1-[3-(2,6-dioxo-3-piperidyl)-1-methyl-indazol-6-yl]-4-piperidyl]oxy]-6-methyl-2-azaspiro[3.5]nonane-2-carboxylate O=C1NC(CCC1C1=NN(C2=CC(=CC=C12)N1CCC(CC1)O[C@@H]1[C@H](CC2(CN(C2)C(=O)OC(C)(C)C)CC1)C)C)=O